Cl.Cl.N[C@H](C(=O)N1[C@@H]2[C@H](CC1)[C@@](NC2)(C(=O)O)CCCCB(O)O)C (3aS,4R,6aR)-1-((S)-2-Aminopropanoyl)-4-(4-boronobutyl)octahydropyrrolo[3,4-b]pyrrole-4-carboxylic acid dihydrochloride